5-(5-(3-(piperidin-4-ylmethoxy)naphthalen-2-yl)-1H-pyrazol-3-ylamino)pyrazine-2-carbonitrile N1CCC(CC1)COC=1C(=CC2=CC=CC=C2C1)C1=CC(=NN1)NC=1N=CC(=NC1)C#N